2-(4-thiazolyl)-benzoimidazole S1C=NC(=C1)C=1NC2=C(N1)C=CC=C2